(2R,5S)-5-(4-chlorobenzyl)-4-(4-(4-methyl-1H-pyrazol-1-yl)cyclohexyl)morpholine-2-carboxylic acid hydrochloride Cl.ClC1=CC=C(C[C@H]2CO[C@H](CN2C2CCC(CC2)N2N=CC(=C2)C)C(=O)O)C=C1